N-(2-(4-(azidomethyl)piperidin-1-yl)ethyl)-4-isopropoxy-benzenesulfonamide N(=[N+]=[N-])CC1CCN(CC1)CCNS(=O)(=O)C1=CC=C(C=C1)OC(C)C